(3-methylisothiazol-5-yl)carbamate CC1=NSC(=C1)NC([O-])=O